COC1=C(C=CC=C1)NC(=S)NCC=C 1-(2-methoxyphenyl)-3-prop-2-enylthiourea